C(=C)SC=1C=C2C=CC34N=COC3C=CC=C4C2=CC1 2-vinylthio-naphtho[2,1-d]benzoxazole